CC1=CC=CC=C1N2CCNCC2 1-(O-tolyl)piperazine